N1(CCC2=CC=CC=C12)CC=1NC(C2=C(N1)C=NC(=C2)OC)=O 2-(indolin-1-ylmethyl)-6-methoxy-3H-pyrido[3,4-d]pyrimidin-4-one